BrC1(CC=C(C=C1)Br)C1=CC=CC=C1 1,4-dibromobiphenyl